C(C)OC(=O)C=1C=C2C(=NC1)SC(=C2NC(C)C)C2=CN=CS2 (isopropylamino)-2-thiazol-5-yl-thieno[2,3-b]Pyridine-5-carboxylic acid ethyl ester